((3R,6R)-6-(((tert-butyldimethylsilyl)oxy)methyl)-5-methoxytetrahydro-2H-pyran-3-yl)carbamic acid tert-butyl ester C(C)(C)(C)OC(N[C@H]1CO[C@@H](C(C1)OC)CO[Si](C)(C)C(C)(C)C)=O